zinc-nickel-antimony [Sb].[Ni].[Zn]